(4S)-hydroxy-2-pentanone OCC(CCC)=O